(6S)-6-[2-Chloro-3-(isoxazol-4-yl)-phenyl]-2-imino-6-methyl-3-[(2S,4S)-2-methyltetrahydropyran-4-yl]hexahydropyrimidin-4-one trifluoroacetic acid salt FC(C(=O)O)(F)F.ClC1=C(C=CC=C1C=1C=NOC1)[C@@]1(CC(N(C(N1)=N)[C@@H]1C[C@@H](OCC1)C)=O)C